N-(5-((4-ethylpiperazin-1-yl)methyl)pyridin-2-yl)-5-fluoro-4-(2'-methylspiro[cyclopentane-1,3'-indol]-5'-yl)pyrimidine C(C)N1CCN(CC1)CC=1C=CC(=NC1)N1CN=C(C(=C1)F)C=1C=C2C3(C(=NC2=CC1)C)CCCC3